C(C)(C)(C)OC(=O)N1[C@H]([C@H](CC1)NS(=O)(=O)CBr)CC1=CC(=CC=C1)Br (2S,3S)-2-(3-bromobenzyl)-3-(((bromomethyl)sulfonyl)amino)pyrrolidine-1-carboxylic acid tert-butyl ester